Benzyl 3-chloroisoquinoline-6-carboxylate ClC=1N=CC2=CC=C(C=C2C1)C(=O)OCC1=CC=CC=C1